BrC1=CC(=C(C(=O)NC23CC(C2)(C3)C(F)(F)F)C=C1)S(=O)(=O)C 4-bromo-2-(methylsulfonyl)-N-(3-(trifluoromethyl)bicyclo[1.1.1]pentan-1-yl)benzamide